N-(3-methoxypropyl)-2-methyl-4-(2-methyl-4-nitrophenoxy)benzamide COCCCNC(C1=C(C=C(C=C1)OC1=C(C=C(C=C1)[N+](=O)[O-])C)C)=O